2,2-Dimethyl-propionic acid 5-{2,2-dimethyl-propionyloxymethyl}-1-{2-isopropoxy-ethyl}-4-oxo-2-thioxo-1,2,4,5-tetrahydro-pyrrolo[3,2-d]pyrimidin-3-ylmethyl ester CC(C(=O)OCN1C=CC=2N(C(N(C(C21)=O)COC(C(C)(C)C)=O)=S)CCOC(C)C)(C)C